Cl.CC=1NN=C2C=CC(=CC12)C1=NC(=NC=C1)N[C@@H]1C[C@H](CC1)N (1S,3S)-N1-(4-(3-methyl-2H-indazol-5-yl)pyrimidin-2-yl)cyclopentane-1,3-diamine HCl salt